FC(C=1C=C(N=NC1)C1=CC=C(C=C1)C(C(=O)N)=C)(F)F (4-(5-(trifluoromethyl)pyridazin-3-yl)phenyl)acrylamide